[N+](=O)([O-])C=1C=NC=2CC3(CCC2C1)CCC3 3'-nitro-6',8'-dihydro-5'H-spiro[cyclobutane-1,7'-quinoline]